FC1=CC=C(C=C1)C1=NC2=C(N1)C=CC=C2C(=O)N 2-(4-Fluorophenyl)-1H-benzo[d]imidazole-4-carboxamide